FC1=C(C=CC(=C1C=1N=CC=2N(C1)C=NC2C2=NN=C(N2COCC[Si](C)(C)C)C)F)NS(=O)(=O)C=2C(=NC=C(C2)F)OC N-[2,4-difluoro-3-[1-(5-methyl-4-[[2-(trimethylsilyl)ethoxy]methyl]-1,2,4-triazol-3-yl)imidazo[1,5-a]pyrazin-6-yl]phenyl]-5-fluoro-2-methoxypyridine-3-sulfonamide